7-((4,4-bis(((Z)-oct-5-en-1-yl)oxy)butanoyl)oxy)-4-((((1-ethylpiperidin-3-yl)methoxy)carbonyl)oxy)heptyl (9Z,12Z)-octadeca-9,12-dienoate C(CCCCCCC\C=C/C\C=C/CCCCC)(=O)OCCCC(CCCOC(CCC(OCCCC\C=C/CC)OCCCC\C=C/CC)=O)OC(=O)OCC1CN(CCC1)CC